3-p-toluenesulfonyl-1,3,4,5-tetrahydrospiro[benzo[d]azepin-2,1'-cyclopropane]-7-yl triflate O(S(=O)(=O)C(F)(F)F)C1=CC2=C(CC3(CC3)N(CC2)S(=O)(=O)C2=CC=C(C)C=C2)C=C1